N1C[C@@H](CCC1)NC=N N-((R)-piperidin-3-yl)formamidin